3-[(1-methoxy-1-oxohex-2-yl)carbamoyl]-3-{[(4-nitrophenyl)carbamoyl]amino}propanoic acid COC(C(CCCC)NC(=O)C(CC(=O)O)NC(NC1=CC=C(C=C1)[N+](=O)[O-])=O)=O